(1R,2S,5S)-N-(cyano(7-fluoroisoquinolin-4-yl)methyl)-3-((S)-3,3-dimethyl-2-(2,2,2-trifluoroacetamido)butanoyl)-6,6-dimethyl-3-azabicyclo[3.1.0]hexane-2-carboxamide C(#N)C(NC(=O)[C@@H]1[C@H]2C([C@H]2CN1C([C@H](C(C)(C)C)NC(C(F)(F)F)=O)=O)(C)C)C1=CN=CC2=CC(=CC=C12)F